1-(4-bromo-5-chloro-2-methoxyphenyl)butan-2-amine BrC1=CC(=C(C=C1Cl)CC(CC)N)OC